(3S,4S)-1-(4-(5-((3S,4S)-3-methoxy-4-(3-tridecylureido)pyrrolidin-1-yl)-4H-1,2,4-triazol-3-yl)benzoyl)-N3,N4-bis((1S,2R)-2-phenylcyclopropyl)pyrrolidine-3,4-dicarboxamide CO[C@H]1CN(C[C@@H]1NC(=O)NCCCCCCCCCCCCC)C=1NC(=NN1)C1=CC=C(C(=O)N2C[C@H]([C@@H](C2)C(=O)N[C@@H]2[C@H](C2)C2=CC=CC=C2)C(=O)N[C@@H]2[C@H](C2)C2=CC=CC=C2)C=C1